nitro-N2-(tert-butoxycarbonyl)-L-arginine [N+](=O)([O-])N([C@@H](CCCNC(N)=N)C(=O)O)C(=O)OC(C)(C)C